3-((4,4-bis(octyloxy)butanoyl)oxy)-2-((((1-(diethylamino)propan-2-yl)carbamoyl)oxy)methyl)propyl (9Z,12Z)-octadeca-9,12-dienoate C(CCCCCCC\C=C/C\C=C/CCCCC)(=O)OCC(COC(CCC(OCCCCCCCC)OCCCCCCCC)=O)COC(NC(CN(CC)CC)C)=O